BrC1=CN=C(S1)NC(OC(C)(C)C)=O tert-butyl 5-bromothiazol-2-ylcarbamate